1,3-dimethyl-5-(2-(tetrahydro-2H-pyran-4-yl)-1-(3,3,3-trifluoro-2-methylpropyl)-1H-benzo[d]imidazol-6-yl)pyridin-2(1H)-one CN1C(C(=CC(=C1)C=1C=CC2=C(N(C(=N2)C2CCOCC2)CC(C(F)(F)F)C)C1)C)=O